t-amyl carbamate (t-amyl carbamate) C(C)(C)(CC)NC(O)=O.C(N)(OC(C)(C)CC)=O